C(C[N+](C)(CC1=CC=C(C=C1)C(C1=CC=CC=C1)=O)CC[N+](C)(C)CC1=CC=C(C=C1)C(C1=CC=CC=C1)=O)[N+](C)(CC1=CC=C(C=C1)C(C1=CC=CC=C1)=O)CC[N+](C)(C)CC1=CC=C(C=C1)C(C1=CC=CC=C1)=O ethylenebis[(2-(4-benzoylbenzyldimethylammonio)ethyl)-4-benzoylbenzylmethylammonium]